NC=1N=C(SC1C(=O)C1=CC(=NO1)C(=O)NC1(CCC1)C)N(C1=CC(=C(C=C1)F)F)[C@@H](C(=O)N)C (R)-5-[4-amino-2-(N-(2-amino-1-methyl-2-oxo-ethyl)-3,4-difluoro-anilino)thiazole-5-carbonyl]-N-(1-methylcyclobutyl)isoxazole-3-carboxamide